4,5,6,7-tetrachloro-2-trifluoromethylbenzimidazole ClC1=C(C(=C(C=2N=C(NC21)C(F)(F)F)Cl)Cl)Cl